C1C(C=CC2=CC=CC=C12)=O 2-naphthone